potassium (((4,4-difluorocyclohexyl)amino)methyl)trifluoroborate FC1(CCC(CC1)NC[B-](F)(F)F)F.[K+]